ergosta-22-en-6-one CC(C)[C@@H](C)C=C[C@@H](C)[C@H]1CC[C@H]2[C@@H]3CC(C4CCCC[C@]4(C)[C@H]3CC[C@]12C)=O